tert-Butyl N-[(3R,4S)-1-[3-(2,6-dioxo-3-piperidyl)-1-methyl-indazol-6-yl]-3-methyl-4-piperidyl]-N-methyl-carbamate O=C1NC(CCC1C1=NN(C2=CC(=CC=C12)N1C[C@H]([C@H](CC1)N(C(OC(C)(C)C)=O)C)C)C)=O